O1CC(C1)N1N=C(C(=C1)NC=O)O[C@@H](C(F)(F)F)C N-[1-(oxetan-3-yl)-3-[(1R)-2,2,2-trifluoro-1-methyl-ethoxy]pyrazol-4-yl]formamide